N-hydroxy-4-((3-(4-methoxyphenyl)-2,4-dioxo-3,4-dihydroquinazolin-1(2H)-yl)methyl)benzamide ONC(C1=CC=C(C=C1)CN1C(N(C(C2=CC=CC=C12)=O)C1=CC=C(C=C1)OC)=O)=O